C(CCCCCCCCCCC)(=O)CC(=O)OC methyl lauroylacetate